Cerium-aluminum oxide [O-2].[Al+3].[Ce+3].[O-2].[O-2]